ClC1=NN2C(N=CC3=C2[C@@](CN3C(=O)NC3=CC(=C(C=C3)OC)Cl)(C(F)(F)F)C)=C1 (R)-2-chloro-N-(3-chloro-4-methoxyphenyl)-8-methyl-8-(trifluoromethyl)-7,8-dihydro-6H-pyrazolo[1,5-a]pyrrolo[2,3-e]pyrimidine-6-carboxamide